pregn-5-ene CC[C@H]1CC[C@H]2[C@@H]3CC=C4CCCC[C@]4(C)[C@H]3CC[C@]12C